L-aspartic acid 1-benzyl ester C(C1=CC=CC=C1)OC([C@@H](N)CC(=O)O)=O